COC(=O)C=1C=C(C=C(C1)C)B(O)O (3-Methoxycarbonyl-5-methyl-phenyl)boronic acid